(Z)-4-([1,1'-biphenyl]-3-yl)-2-((1-acetyl-3-oxo-indolin-2-ylidene)-methyl)quinoline-6-carboxylic acid C1(=CC(=CC=C1)C1=CC(=NC2=CC=C(C=C12)C(=O)O)\C=C\1/N(C2=CC=CC=C2C1=O)C(C)=O)C1=CC=CC=C1